O=C1N(CCC1)CCNC1=NC=2N(C(=C1)C1=CC=C(C#N)C=C1)N=CN2 4-(5-{[2-(2-oxopyrrolidin-1-yl)ethyl]amino}-[1,2,4]triazolo[1,5-a]pyrimidin-7-yl)benzonitrile